NC1CCC(CC1)CNC1=CC(=C(C=C1)C)C N-(((1r,4r)-4-aminocyclohexyl)methyl)-3,4-dimethylaniline